2-((2R,4R)-2-(1-cyclopropyl-1H-pyrazol-4-yl)tetrahydro-2H-pyran-4-yl)-7-methyl-4-(3-(trifluoromethyl)bicyclo[1.1.1]pentan-1-yl)pteridine C1(CC1)N1N=CC(=C1)[C@@H]1OCC[C@H](C1)C1=NC2=NC(=CN=C2C(=N1)C12CC(C1)(C2)C(F)(F)F)C